4-amino-N-((3S)-6-(3,5-difluorophenyl)-2,3-dihydro-1-benzofuran-3-yl)-N,1-dimethyl-1H-pyrazolo[4,3-c]quinoline-8-carboxamide NC1=NC=2C=CC(=CC2C2=C1C=NN2C)C(=O)N(C)[C@@H]2COC1=C2C=CC(=C1)C1=CC(=CC(=C1)F)F